4-(4-methoxy-4-methylpiperidine-1-yl)-6-methyl-2-oxo-1,2-dihydro-1,7-naphthyridine-3-carbonitrile COC1(CCN(CC1)C1=C(C(NC2=CN=C(C=C12)C)=O)C#N)C